The molecule is a phthalic acid monoester obtained by formal condensation of one of the carboxy groups of phthalic acid with the hydroxy group of 2-heptanol. CCCCCC(C)OC(=O)C1=CC=CC=C1C(=O)O